CC1(CC([C@H]2O[C@]2(C1)C)=O)C (1S,6S)-4,4,6-Trimethyl-7-oxabicyclo[4.1.0]heptan-2-one